C(C)N(C(C)C)CCC1=CNC2=CC(=C(C=C12)OC)C N-ethyl-N-(2-(5-methoxy-6-methyl-1H-indol-3-yl)ethyl)propan-2-amine